F[C@H]1CN(CC[C@H]1NC1=C2C=C(N(C2=CC=C1)CC(F)(F)F)C1=NN=C(S1)CNC(=O)C1CC1)C N-((5-(4-(((3S,4R)-3-fluoro-1-methylpiperidin-4-yl)amino)-1-(2,2,2-trifluoroethyl)-1H-indol-2-yl)-1,3,4-thiadiazol-2-yl)methyl)cyclopropanecarboxamide